(S)-1-methylpiperidine-2-carboxylic acid CN1[C@@H](CCCC1)C(=O)O